C(#N)C=1C=C(C=CC1)C1=CC(=C(S1)C)C(=O)NC1=NC(=NS1)CC(C)=O 5-(3-Cyanophenyl)-2-methyl-N-(3-(2-oxopropyl)-1,2,4-thiadiazol-5-yl)thiophene-3-carboxamide